2-acetyl-N-[2-(2,4-dimethylphenyl)ethyl]-5-[3-(trifluoro-methyl)phenoxy]pyridine-4-carboxamide C(C)(=O)C1=NC=C(C(=C1)C(=O)NCCC1=C(C=C(C=C1)C)C)OC1=CC(=CC=C1)C(F)(F)F